FC1=C(C(=C(C=C1OC)OC)F)N1C(N(C2=C(C1)C=NC1=C2C=NN1)CC=1N=CSC1)=O 3-(2,6-Difluoro-3,5-dimethoxyphenyl)-1-(1,3-thiazol-4-ylmethyl)-1,3,4,7-tetrahydro-2H-pyrazolo[4',3':5,6]pyrido[4,3-d]pyrimidin-2-on